OCC[C@@H](CC(C)(C)C)[C@H]1N(C(OC1)(C)C)C(=O)OC(C)(C)C tert-butyl (4R)-4-[(1R)-1-(2-hydroxyethyl)-3,3-dimethyl-butyl]-2,2-dimethyl-oxazolidine-3-carboxylate